C1(CC1)C1=C(C=CC(=C1)C1=NOC(=N1)C)C1=CC=C(C=C1)C(=O)O 2'-cyclopropyl-4'-(5-methyl-1,2,4-oxadiazol-3-yl)-[1,1'-biphenyl]-4-formic acid